FC(CN1C=CC=2C(=CC=CC12)N)(F)F 1-(2,2,2-trifluoroethyl)-1H-indol-4-amine